tert-butyl [(2S,3S)-4-chloro-3-hydroxy-3-methylbutan-2-yl]carbamate ClC[C@@]([C@H](C)NC(OC(C)(C)C)=O)(C)O